NC1CN(C2=CC=CC=C2C1)C(=O)OC(C)(C)C tert-Butyl 3-amino-3,4-dihydroquinoline-1(2H)-carboxylate